C(=O)(OC(C)(C)C)N[C@@H](CCC(=O)O)C(=O)O BocGlutamic acid